3-[2-(imidazo[1,2-b]pyridazin-3-yl)ethynyl]-4-methyl-N-{4-[(4-methylpiperazin-1-yl)-methyl]-3-(trifluoromethyl)phenyl}benzamide N=1C=C(N2N=CC=CC21)C#CC=2C=C(C(=O)NC1=CC(=C(C=C1)CN1CCN(CC1)C)C(F)(F)F)C=CC2C